N1=C(C=CC=C1)NCCNC(OCCC=1C(OC2=CC(=CC=C2C1C)N(CC)CC)=O)=O 2-(7-(diethylamino)-4-methyl-2-oxo-2H-chromen-3-yl)ethyl (2-(pyridin-2-ylamino)ethyl)carbamate